N-[8-{(6-Chloropyridin-3-yl)oxy}chroman-3-yl]acrylamide ClC1=CC=C(C=N1)OC=1C=CC=C2CC(COC12)NC(C=C)=O